CC=1C=C(C=C(C1)C)N1C(=NC2=CC(=C(C=C2C1=O)I)F)CC 3-(3,5-dimethylphenyl)-2-ethyl-7-fluoro-6-iodoquinazolin-4(3H)-one